C(C1=CC=CC=C1)O[C@@H]1C[C@@]2(C([C@H]3[C@H]4[C@@H]5CC[C@H]([C@@H](CCCC(C)C)C)[C@]5(CC[C@@H]4[C@]2(CC1)CO3)C)=O)OCC3=CC=CC=C3 3β,5α-dibenzyloxy-7β,19-epoxy-cholestan-6-one